Cl.C1(CC1)C1=CC(=C(C#N)C(=C1)N1CCNCC1)CC 4-Cyclopropyl-2-ethyl-6-(piperazin-1-yl)benzonitrile hydrochloride